4-(cyclohexylamino)-N-methyl-3-(2-(1-phenylpiperidin-4-yl)-2H-tetrazol-5-yl)benzenesulfonamide C1(CCCCC1)NC1=C(C=C(C=C1)S(=O)(=O)NC)C=1N=NN(N1)C1CCN(CC1)C1=CC=CC=C1